3,4-dichloro-6-trichloromethyl-toluene ClC=1C=C(C)C(=CC1Cl)C(Cl)(Cl)Cl